COC(=O)C1=CC=C(C=C1)C1=CC(=CC(=C1)OC=1C(N(C=CC1C(F)(F)F)CC1=NNC(N1C)=O)=O)Cl 3'-chloro-5'-((1-((4-methyl-5-oxo-4,5-dihydro-1H-1,2,4-triazol-3-yl)methyl)-2-oxo-4-(trifluoromethyl)-1,2-dihydropyridin-3-yl)oxy)-[1,1'-biphenyl]-4-carboxylic acid methyl ester